2-(4-cyclopropyl-6-methoxypyrimidin-5-yl)-8-((3-(1-isopropyl-4-(trifluoromethyl)-1H-imidazol-2-yl)bicyclo[1.1.1]pentan-1-yl)methyl)pyrido[2,3-d]pyrimidin-7(8H)-one C1(CC1)C1=NC=NC(=C1C=1N=CC2=C(N1)N(C(C=C2)=O)CC21CC(C2)(C1)C=1N(C=C(N1)C(F)(F)F)C(C)C)OC